C(CCC)(=O)N[C@H]1C(OCC2=CC=CC=C2)O[C@@H]([C@H]([C@@H]1OCC1=CC=CC=C1)O)CO 2-N-butyryl-1,3-di-O-benzyl-D-glucosamine